6-chloro-4-((5-fluoro-2-methoxy-4-methyl-3-(2-methyl-2H-1,2,3-triazol-4-yl)phenyl)amino)-N-(methyl-d3)pyridazine-3-carboxamide ClC1=CC(=C(N=N1)C(=O)NC([2H])([2H])[2H])NC1=C(C(=C(C(=C1)F)C)C1=NN(N=C1)C)OC